6-methoxy-2-methyl-1,2,3,4-tetrahydroquinoline COC=1C=C2CCC(NC2=CC1)C